C(C)(C)(C)OC(=O)NCCN(C=1C=C2C(=CC=NC2=CC1)C(=O)NCC(=O)[O-])C.[Li+] lithium (6-((2-((tert-butoxycarbonyl)amino)ethyl)(methyl)amino)quinoline-4-carbonyl)glycinate